C\C(=C/CO)\CCC[C@@H](CCC[C@@H](CCCC(C)C)C)C (7R,11R,E)-3,7,11,15-tetramethylhexadecan-2-en-1-ol